(R)-N-(amino(1-(4-fluorophenyl)-5-(2-hydroxypropan-2-yl)-1H-pyrazol-3-yl)(oxo)-λ6-sulfaneylidene)-2-(4-((cyclopentyloxy)methyl)-2,6-diisopropylphenyl)acetamide N[S@](=NC(CC1=C(C=C(C=C1C(C)C)COC1CCCC1)C(C)C)=O)(=O)C1=NN(C(=C1)C(C)(C)O)C1=CC=C(C=C1)F